methyl (R)-3-(4-aminophenyl)-2-((tert-butoxycarbonyl)amino)propanoate NC1=CC=C(C=C1)C[C@H](C(=O)OC)NC(=O)OC(C)(C)C